CN1CC(C1)(C)[C@@](C=1C=C(C=NC1)C#CC(C)(O)C1=NC(=CC=C1)C)(C1=CC=C(C=C1)CC(F)(F)F)O 4-(5-{(R)-(1,3-Dimethyl-azetidin-3-yl)-hydroxy-[4-(2,2,2-trifluoro-ethyl)-phenyl]-methyl}-pyridin-3-yl)-2-(6-methyl-pyridin-2-yl)-but-3-yn-2-ol